FC1=C(N)C=CC(=C1C=1C=CC=2N(C1F)C=NC2C=2N(N=CC2)C2OCCCC2)F 2,4-difluoro-3-[5-fluoro-1-[2-(oxan-2-yl)pyrazol-3-yl]imidazo[1,5-a]pyridin-6-yl]aniline